(S)-3-phenyl-pyrrolidine-1-carboxylic acid (2-dimethylamino-2-thiophen-3-yl-ethyl)-amide CN(C(CNC(=O)N1C[C@@H](CC1)C1=CC=CC=C1)C1=CSC=C1)C